2-(2-(3,3-difluoroazetidin-1-yl)-6-methylpyrimidine-4-yl)-5-(4-iodo-2-(6-azaspiro[2.5]octan-6-yl)phenyl)-1,3,4-thiadiazole FC1(CN(C1)C1=NC(=CC(=N1)C=1SC(=NN1)C1=C(C=C(C=C1)I)N1CCC2(CC2)CC1)C)F